FC1=CC=C(CCC2=NNC(=C2)C(=O)OC=2C=C(C(=O)OC=3C=C(C(=O)O)C=C(C3O)O)C=C(C2O)O)C=C1 3-((3-((3-(4-fluorophenethyl)-1H-pyrazole-5-carbonyl)oxy)-4,5-dihydroxybenzoyl)oxy)-4,5-dihydroxybenzoic acid